lauryl-pyridine C(CCCCCCCCCCC)C1=NC=CC=C1